F[C@H]1CN(CC[C@H]1NC1=NC=CC=2N1N=C(C2SC(C)F)C#CCNC2=C(C=C(C(=O)NC)C=C2)OC)C 4-{[3-(7-{[(3S,4R)-3-fluoro-1-methylpiperidin-4-yl]amino}-3-[(1-fluoroethyl)sulfanyl]pyrazolo[1,5-c]pyrimidin-2-yl)prop-2-yn-1-yl]amino}-3-methoxy-N-methylbenzamide